O=C1N(CCC(N1)=O)C=1C=NN2C1C=C(C=C2)CC2CCN(CC2)C(=O)OC(C)(C)C tert-butyl 4-((3-(2,4-dioxotetrahydropyrimidin-1(2H)-yl)pyrazolo[1,5-a]pyridin-5-yl)methyl)piperidine-1-carboxylate